C(#N)C=1C=NC(=NC1)N1C[C@H](N(CC1)C(=O)OC1(CC2(CN(C2)CC2=CC=CC=C2)C1)C(F)F)C 2-benzyl-6-(difluoromethyl)-2-azaspiro[3.3]heptan-6-yl (2R)-4-(5-cyanopyrimidin-2-yl)-2-methylpiperazine-1-carboxylate